2-[4-(acridin-9-ylamino)phenoxy]butanoic Acid C1=CC=CC2=NC3=CC=CC=C3C(=C12)NC1=CC=C(OC(C(=O)O)CC)C=C1